C1=C(C=CC=2CCCCC12)C1=CC=C(CNC(CC)=O)C=C1 N-(4-(5,6,7,8-tetrahydronaphthalen-2-yl)benzyl)propanamide